C(C)(C)(C)OC(=O)N(C)CC=1C=CC(=C(C(=O)O)C1)C 5-(((tert-butoxycarbonyl)(methyl)amino)methyl)-2-methylbenzoic acid